(1S,4s)-4-(4-(((R)-1-(3-(1,1-difluoro-2-hydroxyethyl)-2-fluorophenyl)ethyl)amino)-2-methyl-8,9-dihydrofuro[2,3-h]quinazolin-6-yl)-N,N-dimethylcyclohexane-1-carboxamide FC(CO)(F)C=1C(=C(C=CC1)[C@H](C)NC1=NC(=NC2=C3C(=C(C=C12)C1CCC(CC1)C(=O)N(C)C)OCC3)C)F